C(C)(C)(C)OC(=O)N1CC(CCC1)C(NC1=NN(C2=CC=C(C=C12)C1=C(C=CC(=C1)OC)Cl)C(C1=CC=CC=C1)(C1=CC=CC=C1)C1=CC=CC=C1)=O 3-{[5-(2-Chloro-5-methoxyphenyl)-1-trityl-1H-indazol-3-yl]carbamoyl}piperidine-1-carboxylic acid tert-butyl ester